C(C)(C)(C)N1N=CC(=C1)C(=O)NCC(=O)OC methyl 2-[(1-tert-butylpyrazole-4-carbonyl)amino]acetate